5-bromo-1,3-benzenedicarboxylic acid 1,3-dimethyl ester COC(=O)C1=CC(=CC(=C1)Br)C(=O)OC